C(C)(C)(C)C=1C=C(C=C(C1O)C(C)(C)C)CCC(=O)OSCCOC(CCC1=CC(=C(C(=C1)C(C)(C)C)O)C(C)(C)C)=O thioethylene bis[3-(3,5-di-tert-butyl-4-hydroxyphenyl) propionate]